6-aminonaphthalen-1-ol NC=1C=C2C=CC=C(C2=CC1)O